ClC1=C(C(=O)OC)C=CC(=N1)C methyl 2-chloro-6-methyl-nicotinate